3-((5-methyl-1-((2-(trimethylsilyl)ethoxy)methyl)-1H-pyrazol-3-yl)methyl)-7-((1-(tetrahydro-2H-pyran-2-yl)-1H-pyrazol-4-yl)thio)pyrido[3,4-d]pyridazin-4(3H)-one CC1=CC(=NN1COCC[Si](C)(C)C)CN1N=CC2=C(C1=O)C=NC(=C2)SC=2C=NN(C2)C2OCCCC2